(2S,5R)-5-((R)-(3-Fluorophenyl)(hydroxy)methyl)pyrrolidin FC=1C=C(C=CC1)[C@H]([C@H]1CCCN1)O